(R)-6-chloro-3-((1-(3,6-dimethyl-4-oxo-2-(4-phenylpiperazin-1-yl)-3,4-dihydroquinazolin-8-yl)ethyl)amino)-N-(methylsulfonyl)picolinamide ClC1=CC=C(C(=N1)C(=O)NS(=O)(=O)C)N[C@H](C)C=1C=C(C=C2C(N(C(=NC12)N1CCN(CC1)C1=CC=CC=C1)C)=O)C